N1CC(C1)OCC(=O)N 2-(azetidin-3-yloxy)acetamide